BrC=1C(=C(C=CC1)NC(=O)C1=CC=C(C=N1)CN(C(OC(C)(C)C)=O)CCO[Si](C)(C)C(C)(C)C)Cl tert-butyl N-[[6-[(3-bromo-2-chloro-phenyl)carbamoyl]-3-pyridyl]methyl]-N-[2-[tert-butyl(dimethyl)silyl]oxyethyl]carbamate